(E)-4-(2-chlorophenyl)-2-[1-methyl-2-(2-carboxybenzylidene)hydrazino]thiazole ClC1=C(C=CC=C1)C=1N=C(SC1)N(/N=C/C1=C(C=CC=C1)C(=O)O)C